C(C)OC(=O)C1=NOC(=C1C#N)C1=C(C(=C(C(=C1)F)F)O)F 4-cyano-5-(2,4,5-trifluoro-3-hydroxyphenyl)isoxazole-3-carboxylic acid ethyl ester